O=C1NC(CCC1N1C(C2=CC=CC(=C2C1=O)NCCCOC1CCNCC1)=O)=O 2-(2,6-Dioxo-3-piperidyl)-4-[3-(4-piperidyloxy)propylamino]isoindoline-1,3-dione